C(C1=CC=CC=C1)OC1=C(C=C(C=C1)C(C)=O)C 1-[4-(benzyloxy)-3-methylphenyl]ethan-1-one